C(C=C)N1C(N(C(N(C1=O)CCCCCCCCCCCC)=O)CC=C)=O 1,3-diallyl-5-dodecyl-1,3,5-triazine-2,4,6-trione